1-(3-fluorophenyl)-6,7-dihydro-1H-pyrazolo[3'',4'':4',5']pyrimido[1',2':1,2]pyrido[3,4-b]indol-4(12H)-one FC=1C=C(C=CC1)N1N=CC2=C1N=C1N(CCC3=C1NC1=CC=CC=C31)C2=O